C(C)(C)(C)OC(=O)N1CCC(CC1)OC=1C2=C(N=CN1)C=CS2 4-(thieno[3,2-d]pyrimidin-4-yloxy)piperidine-1-carboxylic acid tert-butyl ester